CC(C(=O)O)(CCCC(=O)O)C.COC(CCCCC(=O)OC)=O.C(C1=CC=CC=C1)OCC1CNC1 3-((benzyloxy)methyl)azetidine dimethyl-adipate (DIMETHYL-ADIPATE)